6-bromo-7-methoxy-1-(4-methoxybenzyl)-1H-benzo[d]imidazole BrC=1C=CC2=C(N(C=N2)CC2=CC=C(C=C2)OC)C1OC